C1(CC1)C(=O)N1CC2(CC2)C(C1CC=1C(=C(C=CC1)C1=CC(=CC(=C1)F)F)F)NS(=O)(=O)C N-(5-(cyclopropanecarbonyl)-6-((2,3',5'-trifluoro-[1,1'-biphenyl]-3-yl)methyl)-5-azaspiro[2.4]heptan-7-yl)methanesulfonamide